(±)-2-(6-Bromopyridin-2-yl)-2-(2-(2-ethoxy-2-oxoethyl)-6-nitrophenoxy)acetic acid ethyl ester C(C)OC([C@H](OC1=C(C=CC=C1[N+](=O)[O-])CC(=O)OCC)C1=NC(=CC=C1)Br)=O |r|